8-amino-3-oxo-3,4-dihydro-2H-[1,4]oxazino[2,3-g]quinoline-7-carboxylic acid ethyl ester C(C)OC(=O)C1=NC=2C=C3C(=CC2C=C1N)OCC(N3)=O